C(=O)(OC(C)(C)C)N1C[C@H](CC1)N (S)-N-Boc-3-aminopyrrolidine